tert-butyl 10-((dimethylamino)methylene)-11-oxo-3,4,8,9,10,11-hexahydro-1H-cyclohepta[3,4]pyrazolo[1,5-a]pyrazine-2(7H)-carboxylate CN(C)C=C1C(C=2C(=NN3C2CN(CC3)C(=O)OC(C)(C)C)CCC1)=O